1-morpholinobiguanide O1CCN(CC1)NC(=N)NC(=N)N